2-(3-((2,3-dihydro-1H-inden-2-yl)(4-methoxybenzyl)amino)-2-hydroxypropyl)isoindoline-1,3-dione C1C(CC2=CC=CC=C12)N(CC(CN1C(C2=CC=CC=C2C1=O)=O)O)CC1=CC=C(C=C1)OC